2-phenoxy-5-(4,4,5,5-tetramethyl-1,3,2-dioxaborolan-2-yl)pyridine O(C1=CC=CC=C1)C1=NC=C(C=C1)B1OC(C(O1)(C)C)(C)C